(1R,3R)-2,2-dichloro-3-(3,5-dichlorophenyl)-N-(2-fluoro-3-nitrophenyl)cyclopropane-1-carboxamide ClC1([C@H]([C@@H]1C1=CC(=CC(=C1)Cl)Cl)C(=O)NC1=C(C(=CC=C1)[N+](=O)[O-])F)Cl